OCCN1CCN(CC1)CCNC=C1C(C(C(CC1=O)C1=C2C=CNC2=CC=C1)C(=O)OCC)=O ethyl 3-(((2-(4-(2-hydroxyethyl)piperazin-1-yl)ethyl)amino)methylene)-6-(1H-indol-4-yl)-2,4-dioxocyclohexane-1-carboxylate